2-(Benzyl(2-hydroxyethyl)amino)-1-(6-(trifluoromethyl)pyridine-2-yl)ethane-1-ol C(C1=CC=CC=C1)N(CC(O)C1=NC(=CC=C1)C(F)(F)F)CCO